3-[(2-chlorobenzyl)sulfanyl]-5-propyl-[1,2,4]triazol ClC1=C(CSC2=NNC(=N2)CCC)C=CC=C1